ClC=1C=CC(=C(CNC2=NC=NC3=CC(=C(C=C23)OC2CCN(CC2)C(C=C)=O)OC)C1)F 1-(4-((4-((5-chloro-2-fluorobenzyl)amino)-7-methoxy-quinazolin-6-yl)oxy)piperidin-1-yl)prop-2-en-1-one